C(C)(C)(C)OC(=O)NC=1SC2=C(C1C#N)C(=CC=C2F)C=2C1=C(C=3C(=NC(=NC3C2)S(=O)(=O)CC)N2C3CN(CC2CC3)C(=O)OC(C)(C)C)COC1 tert-Butyl 8-[6-[2-(tert-butoxycarbonylamino)-3-cyano-7-fluoro-benzothiophen-4-yl]-3-ethylsulfonyl-7,9-dihydrofuro[3,4-f]quinazolin-1-yl]-3,8-diazabicyclo[3.2.1]octane-3-carboxylate